ClC=1C=C2C(OCCOC3=CC=C(C=C3C=3C(=CC(=C(NS(C(C1OC)=C2)(=O)=O)C3)F)F)C3CC3)=O 15-chloro-4-cyclopropyl-21,23-difluoro-16-methoxy-18,18-dioxo-8,11-dioxa-18λ6-thia-19-azatetracyclo[18.3.1.113,17.02,7]pentacosa-1(24),2,4,6,13,15,17(25),20,22-nonaen-12-one